C(\C=C\CCC)=O trans-hexenal